7-(4-(1-(aminomethyl)-5-((methyl-d3)amino)-4-oxo-3,4-dihydropyrido[3,4-d]pyridazine-7-yl)-1-methyl-1H-pyrazol-5-yl)-6-fluorospiro[chromene-2,1'-cyclopropane]-8-carbonitrile NCC=1C2=C(C(NN1)=O)C(=NC(=C2)C=2C=NN(C2C2=C(C=C1C=CC3(CC3)OC1=C2C#N)F)C)NC([2H])([2H])[2H]